COC(=O)NC=1C=CC(=NC1)C=1N=NN(C1NC(O[C@H](CF)C1=CC(=CC=C1)F)=O)C (S)-2-fluoro-1-(3-fluorophenyl)ethyl (4-(5-((methoxycarbonyl)amino)pyridin-2-yl)-1-methyl-1H-1,2,3-triazol-5-yl)carbamate